C(#N)C(=C1C=C(OC(=C1)C=CC1=CC=C(C=C1)N(C)C)C)C#N 4-(dicyanomethylene)-2-methyl-6-(p-dimethylamino-styryl)-4H-pyran